di(2-propenyl)phosphinic acid C(C=C)P(O)(=O)CC=C